C(C)OC(\C(=C\N(C)C)\C1=CC(=CC=C1)C#N)=O (E)-2-(3-cyanophenyl)-3-(dimethylamino)acrylic acid ethyl ester